tert-butyl 2-(diethoxyphosphoryl)-3-(3-(8,8-difluorooctyl)-1,2,4-oxadiazol-5-yl)propanoate C(C)OP(=O)(OCC)C(C(=O)OC(C)(C)C)CC1=NC(=NO1)CCCCCCCC(F)F